Tri-ethylenglycol butylmethyl ether C(CCC)COCCOCCOCCO